C(CCCC\C=C/CCCCC)N(CCN1CCN(CC1)CCN(CCN(CCCCCCCCCCCC)CCCCCCCCCCCC)CCCCCCCCCCCC)CCCCCCCCCCCC (Z)-N1-(2-(4-(2-(Dodec-6-en-1-yl(dodecyl)amino)ethyl)piperazin-1-yl)ethyl)-N,N2,N2-tridodecylethane-1,2-diamine